ClC=1C(=NN(C1C)C=1C=C(C(=O)NC=2C=CC3=C(N=C(O3)OC)C2)C=CC1)C 3-(4-chloro-3,5-dimethyl-pyrazol-1-yl)-N-(2-methoxy-1,3-benzoxazol-5-yl)benzamide